[C@H](C)(CC)OC1=CC=2N(C=C1C(=O)NC=1C(N(C=CC1)[C@@H]1[C@@H](C1)F)=O)C=C(N2)C21COC(C2)(C1)C 7-((S)-sec-butoxy)-N-(1-((1S,2R)-2-fluorocyclopropyl)-2-oxo-1,2-dihydropyridin-3-yl)-2-(1-methyl-2-oxabicyclo[2.1.1]hexan-4-yl)imidazo[1,2-a]pyridine-6-carboxamide